FC(OC=1C=C2C(=NC=NC2=CC1)N1CC2(C1)CCN(CC2)C(=O)OC(C)(C)C)(F)F tert-butyl 2-[6-(trifluoromethoxy)quinazolin-4-yl]-2,7-diazaspiro[3.5]nonane-7-carboxylate